F[C@@H]1[C@@H](CN(CC1)C(=O)OC(C)(C)C)O tert-butyl (3R,4S)-4-fluoro-3-hydroxypiperidine-1-carboxylate